C1(CC1)NC(C([C@H](C[C@H]1C(NCC1)=O)NC([C@H](CCC)NC)=O)O)=O (2S)-N-((2S)-4-(cyclopropylamino)-3-hydroxy-4-oxo-1-((S)-2-oxopyrrolidin-3-yl)butan-2-yl)-2-(methylamino)pentanamide